bis[2-neopentyl-4-(3,5-dimethylphenyl)-5-methoxy-6-tert-butyl-1H-inden-1-yl]Dimethylsilane C(C(C)(C)C)C=1C(C2=CC(=C(C(=C2C1)C1=CC(=CC(=C1)C)C)OC)C(C)(C)C)[Si](C)(C)C1C(=CC2=C(C(=C(C=C12)C(C)(C)C)OC)C1=CC(=CC(=C1)C)C)CC(C)(C)C